ClC1=CC2=C(O[C@@H](CN(S2(=O)=O)CC2=CC(=CC=3C=CSC32)[C@@H](CC(=O)OCC)C3=C(C2=C(N(N=N2)C)C=C3)C)CC)C=C1F ethyl (3R)-3-(7-{[(4R)-8-chloro-4-ethyl-7-fluoro-1,1-dioxido-3,4-dihydro-2H-5,1,2-benzoxathiazepin-2-yl]methyl}-1-benzothiophen-5-yl)-3-(1,4-dimethyl-1H-benzotriazol-5-yl)propanoate